C(C)(C)(C)C=1C=C(C=C(C1O)C(C)(C)C)C(=CC)O (3,5-di-tert-butyl-4-hydroxyphenyl)propenol